7-chloro-5,11-dihydro-10H-dibenzo[b,f]azepin-10-one ClC1=CC2=C(C(CC3=C(N2)C=CC=C3)=O)C=C1